C(C)OC1=NC=CC=C1C1=NC=2C(N(C[C@@]3([C@@H](CN(CC3)C=3C=NC=C(C3C(F)(F)F)OC)CC)C2C=C1)C1CN(C1)C)=O |r| rac-(3'S,5S)-2-(2-ethoxypyridin-3-yl)-3'-ethyl-1'-[5-methoxy-4-(trifluoromethyl)pyridin-3-yl]-7-(1-methylazetidin-3-yl)spiro[6H-1,7-naphthyridine-5,4'-piperidine]-8-one